2,5-DIHYDRO-5-OXO-3-FURANCARBOXYLIC ACID O=C1C=C(CO1)C(=O)O